Ferric citrate iron (+3) salt [Fe+3].C(CC(O)(C(=O)[O-])CC(=O)[O-])(=O)[O-].[Fe+3].C(CC(O)(C(=O)[O-])CC(=O)[O-])(=O)[O-]